ClC=1C=C(C=C(C1)Cl)C1(CC(=NO1)N1CC=2C=NC(=CC2C1)C(=O)NC1(CC1)C)C(F)(F)F 2-(5-(3,5-dichlorophenyl)-5-(trifluoromethyl)-4,5-dihydroisoxazol-3-yl)-N-(1-methylcyclopropyl)-2,3-dihydro-1H-pyrrolo[3,4-c]pyridine-6-carboxamide